C1(=CC=CC=C1)C1=[S+]C(=CC(=C1)\C=C\C1=CC=C(C2=NSN=C21)\C=C\C=2SC(=C1C2OCCO1)\C=C\C1=C(C=C(C=C1)N(C)C)OC)C1=CC=CC=C1 2,6-diphenyl-4-(trans-2-(7-(trans-2-(5-(trans-2-(2-methoxy-4-dimethylaminophenyl)vinyl)-3,4-ethylenedioxythiophen-2-yl)vinyl)-2,1,3-benzothiadiazol-4-yl)vinyl)thiopyrylium